ClC=1C=C(C=CC1F)NC(N(CC1=CN=C(C2=CC=CC=C12)OC)CC)=O 3-(3-chloro-4-fluorophenyl)-1-ethyl-1-((1-methoxyisoquinolin-4-yl)methyl)urea